NC1=NC=2C=CC(=CC2C2=C1C=NN2C)C(=O)N([C@@H]2COC1=C2C=CC(=C1)C=1C=NC(=CC1)C(NC)=O)C 4-amino-N,1-dimethyl-N-((3S)-6-(6-(methylcarbamoyl)-3-pyridinyl)-2,3-dihydro-1-benzofuran-3-yl)-1H-pyrazolo[4,3-c]quinoline-8-carboxamide